C(C)OC(CCC(=O)C1=NC(=CC=C1O)C1=C(C=C(C=C1)OC)Cl)=O 4-[6-(2-chloro-4-methoxy-phenyl)-3-hydroxy-pyridin-2-yl]-4-oxo-butyric acid ethyl ester